C1(=CC=CC=C1)C#CC(=O)OC(C#CC1=CC=CC=C1)=O 3-phenyl-propynoic anhydride